C(C(C)C)N1C2CC(CC1CC2)N2CCC(CC2)C2=CC(=C1C(=N2)N(C(=N1)C1=CC=C(C=C1)S(=O)(=O)C)C)C 5-(1-(8-isobutyl-8-azabicyclo[3.2.1]oct-3-yl)piperidin-4-yl)-3,7-dimethyl-2-(4-(methylsulfonyl)phenyl)-3H-imidazo[4,5-b]pyridine